FC(S(=O)(=O)OC1=C(C(=C(C=C1)C=1C(=NN(C1)CC=1N=NN(C1)COCC[Si](C)(C)C)C)F)F)(F)F [2,3-difluoro-4-[3-methyl-1-[[1-(2-trimethylsilylethoxymethyl)triazol-4-yl]methyl]pyrazol-4-yl]phenyl] trifluoromethanesulfonate